N,N-bis(oxiranylmethyl)aniline O1C(C1)CN(C1=CC=CC=C1)CC1OC1